(1R,3S,4S)-3-[3-(8-{2-[ethyl(isopropyl)carbamoyl]-4-fluorophenyl}-3-methylimidazo[1,5-a]pyridin-6-yl)azetidine-1-carbonyl]-2-azabicyclo[2.2.2]octane-2-carboxylic acid tert-butyl ester C(C)(C)(C)OC(=O)N1C2CCC([C@H]1C(=O)N1CC(C1)C=1C=C(C=3N(C1)C(=NC3)C)C3=C(C=C(C=C3)F)C(N(C(C)C)CC)=O)CC2